tert-butyl {[4-(6-chloro-1-methyl-1H-pyrazolo[4,3-c]pyridin-4-yl)-2-(1-ethyl-3-methyl-1H-pyrazol-5-yl)-1,3-thiazol-5-yl]methyl}[(2,4-dimethoxyphenyl)methyl]carbamate ClC1=CC2=C(C(=N1)C=1N=C(SC1CN(C(OC(C)(C)C)=O)CC1=C(C=C(C=C1)OC)OC)C1=CC(=NN1CC)C)C=NN2C